O[C@@H]1[C@@H](CC1(C)C)NC(=O)NCC1=CC(=NC=C1)N1C=NC(=C1)C(F)(F)F |r| 1-[rac-(1R,2S)-2-hydroxy-3,3-dimethylcyclobutyl]-3-[[2-[4-(trifluoromethyl)imidazol-1-yl]pyridin-4-yl]methyl]urea